FC1=CC=C2C(=CNC(C2=C1F)=O)[C@@H](C)N(C(=O)NC1=CC=CC=C1)CC |r| Racemic-1-(1-(7,8-difluoro-1-oxo-1,2-dihydroisoquinolin-4-yl)ethyl)-1-ethyl-3-phenylurea